C(C)OP(=O)(C)CC(C1CC1)C1=CC(=CC=C1)OCC1=CC=CC=C1 (2-(3-(phenylmethyloxy)phenyl)-2-cyclopropylethyl)(methyl)phosphinic acid ethyl ester